C(#N)C(C(=O)OCCCCCCCCOC1=CC(=C(C=C1)C1=NC(=NC(=N1)C1=CC=CC=C1)C1=CC=CC=C1)O)=C(C1=CC=CC=C1)C1=CC=CC=C1 8-[4-(4,6-diphenyl-1,3,5-triazin-2-yl)-3-hydroxy-phenoxy]octyl 2-cyano-3,3-diphenyl-prop-2-enoate